(S)-2-amino-5-(2-chloro-4-(2-hydroxy-2-(3-(trifluoromethyl)phenyl)acetamido)phenyl)-N-isopropylnicotinamide NC1=C(C(=O)NC(C)C)C=C(C=N1)C1=C(C=C(C=C1)NC([C@H](C1=CC(=CC=C1)C(F)(F)F)O)=O)Cl